C1(CCCCC1)CN(C(=O)C1=CC2=C(S1)C(=CC=C2OC)C2=CC=NN2C)CCC(=O)NC N-(cyclohexylmethyl)-4-methoxy-7-(1-methyl-1H-pyrazol-5-yl)-N-(3-(methylamino)-3-oxopropyl)benzo[b]thiophene-2-carboxamide